3,5-Dichloro-4-((6-chloropyridazin-3-yl)oxy)aniline ClC=1C=C(N)C=C(C1OC=1N=NC(=CC1)Cl)Cl